2,2-dimethoxy-2-phenylethanone COC(C=O)(C1=CC=CC=C1)OC